[N+](=O)([O-])C1=CC=C(C=C1)NC(=O)NCCC(=O)OC Methyl 3-[(4-nitrophenyl)carbamoylamino]propanoate